(4-(4-(((1r,4r)-4-hydroxycyclohexyl)amino)-4-oxobutyl)-1-phenyl-1H-imidazol-2-yl)-3-(1-methyl-1H-pyrazol-4-yl)benzamide OC1CCC(CC1)NC(CCCC=1N=C(N(C1)C1=CC=CC=C1)C1=C(C(=O)N)C=CC=C1C=1C=NN(C1)C)=O